NCCN1C(N(C=C(C1=O)C1=C(C(=CC=C1)F)Cl)CC(=O)N1CCC(CC1)N1C(NC2=C(CC1)C=C(C=C2)OC)=O)=O 3-(2-amino-ethyl)-5-(2-chloro-3-fluoro-phenyl)-1-{2-[4-(7-Methoxy-2-oxo-1,2,4,5-tetrahydro-benzo[d][1,3]diazepin-3-yl)-piperidin-1-yl]-2-oxo-ethyl}-1H-pyrimidine-2,4-dione